pyridine-2,6-diyldimethanol N1=C(C=CC=C1CO)CO